N-(6-(aminomethyl)-5-(2-(methoxymethyl)tetrahydro-2H-pyran-4-yl)pyridin-2-yl)cyclopropanecarboxamide NCC1=C(C=CC(=N1)NC(=O)C1CC1)C1CC(OCC1)COC